Cl.COC1=CC=C(C(=O)O)C=C1OC 4,5-dimethoxybenzoate hydrochloride